O=C1NC(CCC1N1C(C2=CC=CC(=C2C1=O)SCCCC(=O)O)=O)=O 4-((2-(2,6-dioxopiperidin-3-yl)-1,3-dioxoisoindolin-4-yl)thio)butyric acid